(R)-N-((S)-3-(3-chloro-4-hydroxyphenyl)-2-(dimethylamino)propyl)-3-(2-methylpyrimidin-5-yl)-3-(1-(trifluoromethyl)cyclopropyl)propanamide ClC=1C=C(C=CC1O)C[C@@H](CNC(C[C@@H](C1(CC1)C(F)(F)F)C=1C=NC(=NC1)C)=O)N(C)C